5-((1,4-dimethoxy-3-methylnaphthalen-2-yl)methyl)pyrimidin-2-amine COC1=C(C(=C(C2=CC=CC=C12)OC)C)CC=1C=NC(=NC1)N